(S)-4-(5,5-difluoro-4-hydroxyl-3-((trifluoromethyl)sulfonyl)-4,5,6,7-tetrahydro-1H-indol-1-yl)-2-(difluoromethyl)benzonitrile FC1([C@H](C=2C(=CN(C2CC1)C1=CC(=C(C#N)C=C1)C(F)F)S(=O)(=O)C(F)(F)F)O)F